CN1C(=NC=C1[N+](=O)[O-])\C=C/1\C(N=C(S1)N(CCCNC)C)=O (5Z)-5-[(1-methyl-5-nitro-1H-imidazol-2-yl)methylene]-2-{methyl-[3-(methylamino)propyl]amino}-4(5H)thiazolone